(R)-6-((2-(3-Amino-3-(hydroxymethyl)piperidin-1-yl)-1H-benzo[d]imidazol-1-yl)methyl)nicotinonitril N[C@]1(CN(CCC1)C1=NC2=C(N1CC1=NC=C(C#N)C=C1)C=CC=C2)CO